C(C)N1C=NC=C1CNC=1C=C(C(=O)O)C=CC1.[C@@H]12OC[C@@H](N(C1)C=1C=C3C(=CC=NC3=CC1)C(=O)NCC(=O)N1CSC[C@H]1C#N)C2 6-((1S,4S)-2-oxa-5-azabicyclo[2.2.1]heptan-5-yl)-N-(2-((R)-4-cyanothiazolidin-3-yl)-2-oxoethyl)quinoline-4-carboxamide 3-(((1-ethyl-1H-imidazol-5-yl)methyl)amino)-benzoate